N-(5-((cis)-2,6-dimethylmorpholino)-4'-((4-isopropoxy-6-(methylsulfonyl)pyridin-2-yl)amino)-[2,3'-bipyridin]-6'-yl)acetamide C[C@@H]1O[C@@H](CN(C1)C=1C=CC(=NC1)C=1C=NC(=CC1NC1=NC(=CC(=C1)OC(C)C)S(=O)(=O)C)NC(C)=O)C